N-(5-(4-fluorobenzo[d][1,3]dioxol-5-yl)-1-(3-hydroxy-3-methylbutyl)-1H-pyrazolo[3,4-b]pyridin-3-yl)pivalamide FC1=C(C=CC=2OCOC21)C=2C=C1C(=NC2)N(N=C1NC(C(C)(C)C)=O)CCC(C)(C)O